1-[(2S,5S)-2-[(6-chloropyrazolo[3,4-d]pyrimidin-1-yl)methyl]-5-methyl-pyrrolidin-1-yl]ethanone ClC1=NC=C2C(=N1)N(N=C2)C[C@H]2N([C@H](CC2)C)C(C)=O